3-(2-(1H-imidazol-1-yl)acetoxy)-2-((2-((3r,5r,7r)-adamantan-1-yl)acetoxy)methyl)propyl (9Z,12Z)-octadeca-9,12-dienoate C(CCCCCCC\C=C/C\C=C/CCCCC)(=O)OCC(COC(CN1C=NC=C1)=O)COC(CC12CC3CC(CC(C1)C3)C2)=O